CN(CCCNC(=NC(CC(F)(F)F)=O)NC1=NC2=CC=CC=C2C(=N1)C)C N-(((3-(Dimethylamino)propyl)amino)((4-methylquinazolin-2-yl)amino)methylene)-3,3,3-trifluoropropanamide